1-(2-aminoethyl)pyridin-2(1H)-one NCCN1C(C=CC=C1)=O